FC=1C(=C(C=CC1)C1=NC=CC=C1)F.FC=1C(=C(C=CC1)C1=NC=CC=C1)F.FC=1C(=C(C=CC1)C1=NC=CC=C1)F.[Ir+3] Iridium (III) Tris[(difluorophenyl)pyridine]